(2S,4S)-2-Benzyl 1-tert-butyl 4-fluoro-4-(methoxymethyl)pyrrolidine-1,2-dicarboxylate F[C@]1(C[C@H](N(C1)C(=O)OC(C)(C)C)C(=O)OCC1=CC=CC=C1)COC